6-bromo-4-chloro-N'-(6-chloro-2,3-difluoro-phenyl)pyrrolo[1,2-b]pyridazine-3-carboxamidine BrC=1C=C2N(N=CC(=C2Cl)C(=NC2=C(C(=CC=C2Cl)F)F)N)C1